4-((3-(2,6-diisopropylphenyl)-2,4-dioxo-3,4-dihydroquinazolin-1(2H)-yl)methyl)-N-hydroxybenzamide C(C)(C)C1=C(C(=CC=C1)C(C)C)N1C(N(C2=CC=CC=C2C1=O)CC1=CC=C(C(=O)NO)C=C1)=O